C(OOOC(C)(C)C)(OCCCC)=O t-butylperoxy n-butyl monocarbonate